4-(1-methylethyl)-phenol CC(C)C1=CC=C(C=C1)O